2-(1-cyclopropylethyl)-6-(1-(isopropylsulfinyl)ethyl)phenol C1(CC1)C(C)C1=C(C(=CC=C1)C(C)S(=O)C(C)C)O